dimethyl (5'-methyl-4-pentyl-1',2',3',4'-tetrahydro-[1,1'-biphenyl]-2,6-diyl) bis(cyclopentylphosphonate) C1(CCCC1)P(OC)(OC1=C(C(=CC(=C1)CCCCC)OP(OC)(=O)C1CCCC1)C1CCCC(=C1)C)=O